tetramethyl-(ethylene) ammonium hydroxide [OH-].[NH4+].CC(=C(C)C)C